N1C(=CC2=CC=CC=C12)CNC(=O)C1=CC=C2[C@@H](C(C(N(C2=C1)CC1=C(C=CC=C1C(F)(F)F)F)=O)C)C (4R)-N-((1H-indol-2-yl)methyl)-1-(2-fluoro-6-(trifluoromethyl)benzyl)-3,4-dimethyl-2-oxo-1,2,3,4-tetrahydroquinoline-7-carboxamide